C1(=CC=CC=C1)N(C1=CC=C(C=C1)N(C1=CC(=CC(=C1)N(C1=CC=C(C=C1)N(C1=CC=CC=C1)C1=CC=CC=C1)C1=CC=CC=C1)N(C1=CC=C(C=C1)N(C1=CC=CC=C1)C1=CC=CC=C1)C1=CC=CC=C1)C1=CC=CC=C1)C1=CC=CC=C1 1,3,5-tris[N-(4-diphenylaminophenyl)phenylamino]-benzene